N1(CCC1)C1=NC=C(C=N1)CN1N=CC(=C1)NC(=O)C1=NC(=CN=C1O)C1=C(C(=CC=C1C(F)F)Cl)F N-(1-((2-(Azetidin-1-yl)pyrimidin-5-yl)methyl)-1H-pyrazol-4-yl)-6-(3-chloro-6-(difluoromethyl)-2-fluorophenyl)-3-hydroxypyrazine-2-carboxamide